C(CCCNCCC(=O)O)NCCC(=O)O 3,3'-(1,4-Butanediyldiimino)dipropanoic acid